C(C)(C)(C)N(C(O)=O)[C@@H]1CNC(C1)=O.C(CCC)OC1=CC=C(C=C1)C(C(=O)NCC1=CC=NC=C1)NCCC1CCNCC1 2-(4-butoxyphenyl)-2-[(2-piperidine-4-ylethyl)amino]-N-(pyridine-4-ylmethyl)acetamid (S)-tert-butyl-(5-oxopyrrolidin-3-yl)carbamate